[Si](C)(C)(C(C)(C)C)OCC(CCOC1=CC=C2C=3C=CC(=CC3CCC2=C1)/C=C/C(=O)OCCCC)CO[Si](C)(C)C(C)(C)C butyl (E)-3-[7-[4-[tert-butyl(dimethyl)silyl]oxy-3-[[tert-butyl(dimethyl)silyl]oxymethyl]butoxy]-9,10-dihydrophenanthren-2-yl]prop-2-enoate